N1CNCC2C1=CN=CN2 hexahydropyrimidopyrimidine